Tert-butyl (S)-5-amino-4-(5-(((S)-1-((8-cyclopropyl-2-morpholinoquinazolin-6-yl)methyl)pyrrolidin-3-yl)oxy)-1-oxoisoindolin-2-yl)-5-oxopentanoate NC([C@H](CCC(=O)OC(C)(C)C)N1C(C2=CC=C(C=C2C1)O[C@@H]1CN(CC1)CC=1C=C2C=NC(=NC2=C(C1)C1CC1)N1CCOCC1)=O)=O